(tert-butylimino)tris(dimethylamino)niobium C(C)(C)(C)N=[Nb](N(C)C)(N(C)C)N(C)C